trans-5-(2-fluorocyclopropyl)-1-methyl-1H-pyrazol F[C@H]1[C@@H](C1)C1=CC=NN1C